2-[[3-(1,5-dimethyl-6-oxopyridin-3-yl)-5-methylsulfonylphenoxy]methyl]benzonitrile CN1C=C(C=C(C1=O)C)C=1C=C(OCC2=C(C#N)C=CC=C2)C=C(C1)S(=O)(=O)C